ClC1=NC2=CC=C(C=C2C=C1C=NO)C(C)(C)C chloro-6-tert-butylquinoline-3-aldoxime